3-(3-aminoisoquinolin-7-yl)acrylic acid NC=1N=CC2=CC(=CC=C2C1)C=CC(=O)O